FC1=CC=C(N=N1)OC1(N(CCCC1)CCC1=CC=C(C(=O)N)C(=C1)F)C 4-{[(6-fluoropyridazin-3-yl)oxy[methyl]piperidin-1-yl]ethyl}-6-fluorobenzamide